C(C)(C)(C)NC(CN1CC2(CN(C2)C(=O)OC(C)(C)C)C1)=O tert-butyl 6-(2-(tert-butylamino)-2-oxoethyl)-2,6-diazaspiro[3.3]heptane-2-carboxylate